C1(=CC=CC=C1)C1=NC2=CC=C(C=C2C=C1)C(C)(C)O 2-(2-phenylquinoline-6-yl)propan-2-ol